C1(=CC=CC=C1)C(NC(C1=CN=CC=C1)=O)C12CC(C1)(C2)C2=CC=CC=C2 N-(phenyl(3-phenylbicyclo[1.1.1]pentan-1-yl)methyl)nicotinamide